2-(5-(3-methylureido)-7-fluoro-2',4'-dioxo-2,3-dihydrospiro[indene-1,5'-oxazolidine]-3'-yl)acetic acid t-butyl ester C(C)(C)(C)OC(CN1C(OC2(C1=O)CCC1=CC(=CC(=C12)F)NC(=O)NC)=O)=O